24-[cyclopropyl(hydroxyl)methyl]-5α-cholane-3β,4β-diol C1(CC1)C(CCC[C@@H](C)[C@H]1CC[C@H]2[C@@H]3CC[C@H]4[C@H]([C@H](CC[C@]4(C)[C@H]3CC[C@]12C)O)O)O